(R)-N-(2-(3''-chloro-4''-((3,5-difluoropyridin-2-yl)methoxy-d2)-5',6''-dimethyl-2,2''-dicarbonyl-2H,2''H-[1,2':4',1''-terpyridin]-3-yl)propan-2-yl)acetamide ClC=1C(N(C(=CC1OC([2H])([2H])C1=NC=C(C=C1F)F)C)C1=CC(=NC=C1C)N1C(C(=CC=C1)C(C)(C)NC(C)=O)=C=O)=C=O